NC1CC=C(CC1)C1=CC(=NC=C1)O[C@H]1CN(CC1)C1=C(C(NN=C1)=O)Cl 5-((3R)-3-((4-(4-aminocyclohex-1-en-1-yl)pyridin-2-yl)oxy)pyrrolidin-1-yl)-4-chloropyridazin-3(2H)-one